C(C)(C)N/C(/OC(C)(C)C)=N/C(C)C (z)-N,N'-diisopropyl-O-tert-butylisourea